COC1=CC=C(C=C1)S(=O)(=O)NCCNC1=NC=CC(=N1)C1=C(N=C2SC=CN21)C2=CC=CC=C2 4-methoxy-N-(2-((4-(6-phenylimidazo[2,1-b]thiazol-5-yl)pyrimidin-2-yl)amino)ethyl)benzenesulfonamide